(2-methylphenyl) ethylene oxide CC1=C(C=CC=C1)C1CO1